(S)-1'-(7-((3-chloro-2-methylpyridin-4-yl)thio)-6-methylpyrazolo[1,5-a]pyrazin-4-yl)-5,7-dihydrospiro[cyclopenta[b]pyridine-6,4'-piperidin]-5-amine ClC=1C(=NC=CC1SC1=C(N=C(C=2N1N=CC2)N2CCC1(CC2)[C@@H](C=2C(=NC=CC2)C1)N)C)C